COC1=CC=C(C=C1)C(OC[C@@H]1[C@H]([C@H]([C@@H](O1)N1C2=NC=NC(=C2N=C1)NC(C1=CC=CC=C1)=O)F)O)(C1=CC=CC=C1)C1=CC=C(C=C1)OC N-{9-[(2R,3R,4R,5R)-5-{[bis(4-methoxyphenyl)(phenyl)methoxy]methyl}-3-fluoro-4-hydroxytetrahydrofuran-2-yl]-9H-purin-6-yl}benzamide